BrC1=CC=2C3=C(C=NC2C=C1)N(C(N3C3=CC=C(C=C3)OC)=O)C 8-bromo-1-(4-methoxyphenyl)-3-methyl-1,3-dihydro-2H-imidazo[4,5-c]quinolin-2-one